Cl.CNC(C[N+](=O)[O-])N N'-methyl-2-nitroethane-1,1-diamine hydrochloride